6-fluoro-2-(4-methoxyphenyl)-2H-indazole FC=1C=CC2=CN(N=C2C1)C1=CC=C(C=C1)OC